diazocyclopentadiene [N+](=[N-])=C1C=CC=C1